N-(8-amino-6-chloro-2,7-naphthyridin-3-yl)-2-cyano-propionamide NC=1N=C(C=C2C=C(N=CC12)NC(C(C)C#N)=O)Cl